(S)-N-(4,4-difluorocyclohexyl)-4-(1-methoxyethyl)-6-(4-methylthiazol-2-yl)pyrimidin-2-amine FC1(CCC(CC1)NC1=NC(=CC(=N1)[C@H](C)OC)C=1SC=C(N1)C)F